diethoxyphosphine isocyanate [N-]=C=O.C(C)OPOCC